1,5-anhydro-2,4-dideoxy-2-(6-(4-methoxy-3-methylbenzyl)-4,5-dimethyl-1-oxo-1,3-dihydro-2H-isoindol-2-yl)-L-threo-pentitol COC1=C(C=C(CC2=C(C(=C3CN(C(C3=C2)=O)[C@H]2COCC[C@@H]2O)C)C)C=C1)C